FC1(CCN(CC1)C(=O)C1=CC=C2C(=NN(C2=C1)C)C=1C=C2CNC(C2=CC1)=O)F 5-(6-(4,4-difluoropiperidine-1-carbonyl)-1-methyl-1H-indazol-3-yl)isoindolin-1-one